Dihydro-3-(hydroxyimino)-2H-indol ON=C1CNC2=CC=CCC12